(3S)-3-{[7-(8-ethynyl-7-fluoro-3-hydroxynaphthalen-1-yl)-8-fluoro-4-(piperidin-1-yl)pyrido[4,3-d]pyrimidin-2-yl]amino}-N,5-dimethylhexanamide C(#C)C=1C(=CC=C2C=C(C=C(C12)C1=C(C=2N=C(N=C(C2C=N1)N1CCCCC1)N[C@H](CC(=O)NC)CC(C)C)F)O)F